ClC=1C=CC(=C(C1)C=1C=C(C=2OCCNC2N1)C1=CN=CC2=CC=CC=C12)F 4-[6-(5-chloro-2-fluorophenyl)-2H,3H,4H-pyrido[3,2-b][1,4]oxazin-8-yl]isoquinoline